N,N-dieth-ylacetamide C(C)N(C(C)=O)CC